7-(1-methyl-1H-pyrazol-4-yl)-N-(2-methyl-5-(2-(2-methyl-6,7-dihydrooxazolo[5,4-c]pyridin-5(4H)-yl)acetamido)pyridin-3-yl)-[1,2,4]triazolo[4,3-a]pyridine-3-carboxamide CN1N=CC(=C1)C1=CC=2N(C=C1)C(=NN2)C(=O)NC=2C(=NC=C(C2)NC(CN2CC1=C(CC2)N=C(O1)C)=O)C